(4-FLUOROPHENYLAMINOMETHYL)-4-BENZENEBORONIC ACID B(C1=CC=C(C=C1)CNC2=CC=C(C=C2)F)(O)O